4-[(2S,5S)-2,5-dimethylmorpholin-4-yl]-8,14-dioxa-10,19,20-triazatetracyclo[13.5.2.12,6.018,21]tricosa-1(20),2,4,6(23),15,17,21-heptaen-9-one C[C@H]1CN([C@H](CO1)C)C=1C=C2C3=NNC4=CC=C(OCCCNC(OCC(C1)=C2)=O)C=C34